Cl.NC1CC2(CC(C2)O)C1 6-aminospiro[3.3]heptan-2-ol hydrochloride